1-METHYLNAPHTHALENE-5-BORONIC ACID CC1=CC=CC=2C(=CC=CC12)B(O)O